ClC1=C(C=CC=C1C1=NC=CC(=C1Cl)C1=NC(=C(C=C1)CNC[C@@H]1NC(CC1)=O)OC)NC(C1=NC=C(C(=C1)CN1C[C@@H](CC1)O)OC)=O N-(2-chloro-3-(3'-chloro-6-methoxy-5-(((((R)-5-oxopyrrolidin-2-yl)methyl)amino)methyl)-[2,4'-bipyridin]-2'-yl)phenyl)-4-(((R)-3-hydroxypyrrolidin-1-yl)methyl)-5-methoxypicolinamide